methyl 2-(1-(3-(1H-1,2,3-triazol-1-yl)propanoyl)-1,2,5,6-tetrahydropyridin-3-yl)-4-(2-ethyl-6-methylpyridin-3-yl)benzo[d]thiazole-6-carboxylate N1(N=NC=C1)CCC(=O)N1CC(=CCC1)C=1SC2=C(N1)C(=CC(=C2)C(=O)OC)C=2C(=NC(=CC2)C)CC